6-(2-(difluoromethoxy)phenyl)-3-(2-morpholinopyrimidin-5-yl)-8,9-dihydro-6H-pyridazino[1,2-a]indazol-11(7H)-one FC(OC1=C(C=CC=C1)C1CCCN2N1C1=CC(=CC=C1C2=O)C=2C=NC(=NC2)N2CCOCC2)F